N-(4-ethynyl-phenyl-carbonyl)-aminopropyl-triethoxysilane C(#C)C1=CC=C(C=C1)C(=O)NCCC[Si](OCC)(OCC)OCC